(R,R and S,S)-5-chloro-6-(3-fluoropiperidin-4-yl)-1H-indazole ClC=1C=C2C=NNC2=CC1[C@@H]1[C@H](CNCC1)F |&1:10|